3-((R)-3-butyl-7-fluoro-2-methyl-1,1-dioxido-5-phenyl-2,3,4,5-tetrahydrobenzo[f][1,2,5]thiadiazepin-8-yl)-4-(2,2,2-trifluoro-1-hydroxyethyl)benzoic acid C(CCC)[C@H]1N(S(C2=C(N(C1)C1=CC=CC=C1)C=C(C(=C2)C=2C=C(C(=O)O)C=CC2C(C(F)(F)F)O)F)(=O)=O)C